NC1=C(C2=C(N=C(N=C2)C)N1C1=C(C(=CC=C1C)O)C)C(=O)N (S)-6-Amino-7-(3-hydroxy-2,6-dimethylphenyl)-2-methyl-7H-pyrrolo[2,3-d]-pyrimidine-5-carboxamide